2,4-dimethylphenyl-hydrazine CC1=C(C=CC(=C1)C)NN